O=C1N(C(C=C1)=O)CCNC(=O)C=1C(=C(C=CC1)S(=O)(=O)NC1=CC=C(C=C1)CC1C(C[NH2+]CC1)C)[N+](=O)[O-] 4-(4-([2-(2,5-dioxopyrrol-1-yl)ethyl]carbamoyl-2-nitrobenzenesulfonamido)phenyl)methyl-3-methylpiperidin-1-ium